methyl 5-chloro-2-((4-fluoro-2-methylphenyl) amino)benzoate ClC=1C=CC(=C(C(=O)OC)C1)NC1=C(C=C(C=C1)F)C